3-fluoro-4-hydroxypiperidine FC1CNCCC1O